ON(C=1C=2N=CN([C@]3([C@H](O)[C@H](O)[C@@H](CO)O3)C(N)=O)C2N=CN1)C([C@@H](N)C(C)C)=O N6-hydroxy-N-valyl-carbamoyl-adenosine